ClC1=C(OC2=CC=CC3=C2NC(=NS3(=O)=O)NCCCC3=CC=CC=C3)C=CC=C1 5-(2-chlorophenoxy)-3-((3-phenylpropyl)amino)-4H-benzo[e][1,2,4]thiadiazine 1,1-dioxide